(S)-7-(4-acryloylpiperazin-1-yl)-9-chloro-10-(5-methyl-1H-indazol-4-yl)-2H-[1,4]oxazino[2,3,4-ij]quinazolin-5(3H)-one C(C=C)(=O)N1CCN(CC1)C1=NC(N2C3=C(C(=C(C=C13)Cl)C1=C3C=NNC3=CC=C1C)OCC2)=O